NC1=C(C(=O)N2CCC(CC2)N2C(NC3=NC=C(C=C32)C32CCC(C3)C2)=O)C=CC(=C1)OC(F)(F)F 1-[1-[2-amino-4-(trifluoromethoxy)benzoyl]-4-piperidyl]-6-(1-bicyclo[2.1.1]hexanyl)-3H-imidazo[4,5-b]pyridin-2-one